3,3-bis(2-ethoxy-4-diethylaminophenyl)-7-azaphthalide C(C)OC1=C(C=CC(=C1)N(CC)CC)C1(OC(=O)C2=NC=CC=C12)C1=C(C=C(C=C1)N(CC)CC)OCC